dimethyl-imidazolidinone sodium acryloxydimethacrylate C(=O)(C=C)OC(C(=COC=C(C(=O)[O-])C)C)=O.[Na+].CN1C(N(CC1)C)=O